2-dicyanomethylenethiazole C(#N)C(=C1SC=CN1)C#N